FC1(CCN(CC1)C(=O)C=1C=C(C=NC1)N1C[C@@H](CC1)C=1C=C(C(=O)NC2=CC(=CC=C2)C(F)(F)F)C=CC1C)F (S)-3-(1-(5-(4,4-difluoropiperidine-1-carbonyl)pyridin-3-yl)pyrrolidin-3-yl)-4-methyl-N-(3-(trifluoromethyl)phenyl)benzamide